1-methyl-1H-pyrazol-4-benzamide CN1N=CC(=C1)C1=CC=CC=C1C(=O)N